CC1([C@H]2CCC(C([C@@]2(CCC1)C)CO)=C)C ((4aR,8aR)-5,5,8a-trimethyl-2-methylenedecahydronaphthalen-1-yl)methanol